tert-butyl 4'-{[(3S)-3-methyl-1-{[4-(propan-2-yl)phenyl]carbamoyl}-D-prolyl]amino}[1,1'-biphenyl]-4-carboxylate C[C@@H]1[C@@H](N(CC1)C(NC1=CC=C(C=C1)C(C)C)=O)C(=O)NC1=CC=C(C=C1)C1=CC=C(C=C1)C(=O)OC(C)(C)C